OC1=NC(=CC(=C1C)C)O 2,6-Dihydroxy-3,4-dimethyl-pyridin